OC1=C(C=C(C=C1)NC(C1=CC=C(C=C1)N1CCN(CC1)C)=O)S(=O)(=O)C N-(4-hydroxy-3-(methylsulfonyl)phenyl)-4-(4-methylpiperazin-1-yl)benzamide